4-(1-(cyclopropanecarbonyl)indolin-5-yl)-N-(3-hydroxybenzyl)-5-methylthiazole-2-carboxamide C1(CC1)C(=O)N1CCC2=CC(=CC=C12)C=1N=C(SC1C)C(=O)NCC1=CC(=CC=C1)O